1-(3-Ethyl-5-fluoropyridin-4-yl)-8-(1-ethyl-1H-pyrazol-4-yl)-7-methoxy-3-methyl-1,3-dihydroimidazo[4,5-c]quinolin-2-one C(C)C=1C=NC=C(C1N1C(N(C=2C=NC=3C=C(C(=CC3C21)C=2C=NN(C2)CC)OC)C)=O)F